C1(=CC=C(C=C1)CC(=O)OC)CC(=O)OC Dimethyl 2,2'-(1,4-phenylene)diacetate